O=C(CC#N)N1C2=CC=CC=C2SC=2C=CC=CC12 3-oxo-3-(10H-phenothiazin-10-yl)propionitrile